C(N)(=O)C=1C=C(CN2C3(CC(C4=CC(=CC=C24)F)O)CCN(CC3)C(=O)N)C=CC1F (3-carbamoyl-4-fluorobenzyl)-6'-fluoro-4'-hydroxy-3',4'-dihydro-1'H-spiro[piperidine-4,2'-quinoline]-1-carboxamide